3-methanesulfonyl-benzonitrile hydrochloride Cl.CS(=O)(=O)C=1C=C(C#N)C=CC1